3-dimethylaminopropyl-(dimethoxy)methylsilane CN(CCC[SiH2]C(OC)OC)C